tert-butyl-3-(5-amino-3-bromo-4-cyano-1H-pyrazol-1-yl)-8-azabicyclo[3.2.1]octane C(C)(C)(C)C12CC(CC(CC1)N2)N2N=C(C(=C2N)C#N)Br